Cl.Cl.N[C@]1([C@@H](CC[C@H](C1)CCB(O)O)CNC([C@H](C(C)C)N)=O)C(=O)O (1R,2S,5R)-1-Amino-2-(((S)-2-amino-3-methylbutanamido)methyl)-5-(2-boronoethyl)cyclohexane-1-carboxylic acid dihydrochloride